C(C)(C)(C)C1=C(NC(C)C2=NC=3C(CCCC3C=C2)O)C(=CC(=C1)C(C)(C)C)C(C)(C)C 2-(1-(2,4,6-Tri-tert-butylanilino)ethyl)-8-hydroxy-5,6,7,8-tetrahydroquinoline